2-phenyl-4-[2-hydroxy-4-(3-sec-butyloxy-2-hydroxypropyloxy)phenyl]-6-[2-hydroxy-4-(3-sec-amyloxy-2-hydroxypropyloxy)phenyl]-s-triazine C1(=CC=CC=C1)C1=NC(=NC(=N1)C1=C(C=C(C=C1)OCC(COC(C)CC)O)O)C1=C(C=C(C=C1)OCC(COC(C)CCC)O)O